CC1=C(C(=CC=C1)C)C1=CC=C(C=C1)C=1C=CC2=C(NC(=N2)C)C1 6-(2',6'-diMethyl-[1,1'-Biphenyl]-4-yl)-2-Methyl-1H-benzo[d]Imidazol